C(C)C1=CC=C(C=C1)N1C(N(C(C1=O)=CC1=CC=C(C=C1)NCCOCCF)C)=[Se] 3-(4-ethylphenyl)-5-(4-((2-(2-fluoroethoxy)ethyl)amino)benzylidene)-1-methyl-2-selenoxoimidazolidin-4-one